(3-acetoxy-4-hydroxy-5-(4-fluorophenyl)-2-furyl)ethanesulfonamide C(C)(=O)OC1=C(OC(=C1O)C1=CC=C(C=C1)F)C(C)S(=O)(=O)N